CC1(C(CC=C1C)CCC(C(C)O)C)C 5-(2,2,3-trimethyl-3-cyclopentenyl)-3-methylpentane-2-ol